CC[Si](CC)(CC)C#CC1=C2C=C3C(=CC2=C(C4=C1C=C5C=C(SC5=C4)F)C#C[Si](CC)(CC)CC)C=C(S3)F 2,8-difluoro-5,11-bis(triethylsilylethynyl)anthradithiophene